isopropylcinnamylacetate C(C)(C)OC(CCC=CC1=CC=CC=C1)=O